BOCC(OB)COB glycerol triborinate